N'-allyloxy-6-methyl-3-[3-(trifluoro-methyl)phenoxy]pyridazine-4-carboxamidine C(C=C)ON=C(N)C1=C(N=NC(=C1)C)OC1=CC(=CC=C1)C(F)(F)F